ClC=1C=C2C=C(C(NC2=CC1)=O)C(\C=C\C1=CC=C(C=C1)OC)=O (E)-6-chloro-3-(3-(4-methoxyphenyl)propenoyl)quinolin-2(1H)-one